4'-((3-propyl-1-(2-chlorophenyl)-5-oxo-1,5-dihydro-4H-1,2,4-triazol-4-yl)methyl)-N-(4,5-dimethylisoxazol-3-yl)-2'-(ethoxymethyl)-[1,1'-biphenyl]-2-sulfonamide C(CC)C1=NN(C(N1CC1=CC(=C(C=C1)C=1C(=CC=CC1)S(=O)(=O)NC1=NOC(=C1C)C)COCC)=O)C1=C(C=CC=C1)Cl